7-chloro-6-(1-((3R,4R)-4-hydroxy-3-methyltetrahydrofuran-3-yl)piperidin-4-yl)isoquinolin ClC1=C(C=C2C=CN=CC2=C1)C1CCN(CC1)[C@@]1(COC[C@@H]1O)C